C(C)OC1=CC=C(C=N1)CN1[C@H]2COC[C@@H]1CN(C2)C(=O)OC(C)(C)C |r| tert-butyl rac-(1R,5S)-9-[(6-ethoxy-3-pyridyl)methyl]-3-oxa-7,9-diazabicyclo[3.3.1]nonane-7-carboxylate